C(C)(C)OC1=C(C=CC=C1)N1C[C@@H](CC1)OC1=NC=C(C=C1)C(F)(F)F (R)-2-(1-(2-isopropoxyphenyl)pyrrolidin-3-yloxy)-5-(trifluoromethyl)pyridine